FC=1C=C(C#N)C=C(C1)[C@H]1N(OCC1)C1=NC=NC(=C1)NC1=C(C=C(C=C1)N1CCC(CC1)N1CCN(CC1)C)OC (S)-3-fluoro-5-(2-(6-((2-methoxy-4-(4-(4-methylpiperazin-1-yl)piperidin-1-yl)phenyl)amino)pyrimidin-4-yl)isoxazolidin-3-yl)benzonitrile